ClC=1C=C(C=C(C1)Cl)\C(=C/C(=O)C1=CC(=C(C(=O)NCC(=O)OCC)C=C1)C)\C(F)(F)F ethyl (E)-(4-(3-(3,5-dichlorophenyl)-4,4,4-trifluorobut-2-enoyl)-2-methylbenzoyl)glycinate